2-FLUORO-3-METHYLBENZALDEHYDE FC1=C(C=O)C=CC=C1C